ethyl 1-((5-(Benzyloxy)-2-bromo-4-methoxyphenyl) (tert-butyl) amino)-4-oxo-1,4-dihydropyridine-3-formate C(C1=CC=CC=C1)OC=1C(=CC(=C(C1)N(N1C=C(C(C=C1)=O)C(=O)OCC)C(C)(C)C)Br)OC